COC=1C=C(CN2C(N3C(C4=C2C=C(C=N4)N4CCOCC4)=NN=C3C)=O)C=C(C1)OC 6-(3,5-dimethoxybenzyl)-3-methyl-8-(morpholin-4-yl)pyrido[2,3-e][1,2,4]triazolo[4,3-c]pyrimidin-5(6H)-one